(S)-2,5-bis((((9H-fluoren-9-yl)methoxy)carbonyl)amino)pentanoic acid C1=CC=CC=2C3=CC=CC=C3C(C12)COC(=O)N[C@H](C(=O)O)CCCNC(=O)OCC1C2=CC=CC=C2C=2C=CC=CC12